F[P-](F)(F)(F)(F)F.C(C1=CC=CC=C1)C1=C(C=CC=C1)[S+](O)C benzyl-methyl-hydroxyphenyl-sulfonium hexafluorophosphate